tert-butyl(2-amino-4-methoxy-5-(4-(4-methylpiperazin-1-yl)piperidin-1-yl)phenyl)carbamate C(C)(C)(C)OC(NC1=C(C=C(C(=C1)N1CCC(CC1)N1CCN(CC1)C)OC)N)=O